CC1(N(CCCC1)CCCCC(=O)N)C 5-(2,2-dimethylpiperidin-1-yl)pentanamide